(5-chloro-2-pyridinyl)-phenyl-methanol ClC=1C=CC(=NC1)C(O)C1=CC=CC=C1